C(C=1C(C(=O)[O-])=CC=CC1)(=O)OCC(O)CCOC(=O)C=C acroyloxyethyl-2-hydroxyethyl phthalate